5-(1-(2-chloro-3-fluorophenyl)-2-methylpropoxy)-4-methyl-N-((R,E)-4-(methylsulfonyl)but-3-en-2-yl)pyrimidine-2-carboxamide ClC1=C(C=CC=C1F)C(C(C)C)OC=1C(=NC(=NC1)C(=O)N[C@H](C)\C=C\S(=O)(=O)C)C